N1(CCCC1)CCCC=1C=CC(=NC1)C=C 5-(3-pyrrolidin-1-ylpropyl)-2-vinylpyridine